NC=1N=NC(=CC1N1C[C@@H](OCC1)C1=CC(=C(C(=O)OC)C=C1C)C)C1=C(C=CC=C1)O Methyl (S)-4-(4-(3-amino-6-(2-hydroxyphenyl)pyridazin-4-yl)morpholin-2-yl)-2,5-dimethylbenzoate